4-amino-N-cyclopropyl-7-fluoro-1-methyl-N-(4-((1-methyl-1H-pyrazol-4-yl)ethynyl)benzyl)-1H-pyrazolo[4,3-c]quinoline-8-carboxamide NC1=NC=2C=C(C(=CC2C2=C1C=NN2C)C(=O)N(CC2=CC=C(C=C2)C#CC=2C=NN(C2)C)C2CC2)F